P(=O)(OC[N+]1=C(C(=CC=C1)C1=CC(=NO1)CC1=CC=C(C=C1)OCC1=NC2=CC=CC=C2C=C1)N)(O)[O-] (2-amino-3-(3-(4-(quinolin-2-ylmethoxy)benzyl)isoxazol-5-yl)pyridin-1-ium-1-yl)methyl hydrogen phosphate